FC=1C=C(C(=O)N2CC=C(CCC2)C2=C3C(=NC(=C2)NC(=O)C2CC2)NC=C3)C=CN1 N-(4-(1-(2-fluoroisonicotinoyl)-2,5,6,7-tetrahydro-1H-azepin-4-yl)-1H-pyrrolo[2,3-b]pyridin-6-yl)cyclopropylcarboxamide